ClC1=CC=C(CN2[C@]3(CCN(C3)C(=O)OC(C)(C)C)C(N(CC2=O)C2=C(C=C(C=C2)C#N)F)=O)C=C1 tert-butyl (S)-6-(4-chlorobenzyl)-9-(4-cyano-2-fluorophenyl)-7,10-dioxo-2,6,9-triazaspiro[4.5]decane-2-carboxylate